N-(3-chloro-5-methylbenzyl)-2-(2,5-dimethoxy-4-morpholinophenyl)ethan-1-amine ClC=1C=C(CNCCC2=C(C=C(C(=C2)OC)N2CCOCC2)OC)C=C(C1)C